C12(CC(C1)C2)COC2=CC=C1C=C(NC1=C2)CNC(=O)C2(CC2)C N-((6-(bicyclo[1.1.1]pentan-1-ylmethoxy)-1H-indol-2-yl)methyl)-1-methylcyclopropane-1-carboxamide